1,2-Epoxybutan C1C(CC)O1